tert-butyl 2-((8-(1-((tert-butoxycarbonyl)amino)-2-cyclopropylethyl)-3,7-dimethyl-2,6-dioxo-2,3,6,7-tetrahydro-1H-purin-1-yl)methyl)-4-chloro-1H-indole-1-carboxylate C(C)(C)(C)OC(=O)NC(CC1CC1)C1=NC=2N(C(N(C(C2N1C)=O)CC=1N(C2=CC=CC(=C2C1)Cl)C(=O)OC(C)(C)C)=O)C